C(C1=CC=CC=C1)[N-]CC1=CC=CC=C1 di-benzyl-amide